NC1=NC=CC=C1C1=NC=2C(=NC(=CC2)Cl)N1C1=CC=C(CN2CCC(CC2)NC(OC(C)(C)C)=O)C=C1 tert-butyl (1-(4-(2-(2-aminopyridin-3-yl)-5-chloro-3H-imidazo[4,5-b]pyridin-3-yl)benzyl)piperidin-4-yl)carbamate